BrC=1C=CC(=C2N=C(SC21)OC)C(=O)O 7-bromo-2-methoxy-1,3-benzothiazole-4-carboxylic acid